ethyl 1-cyclohexyl-4-{1-methyl-4-[3-({1-methyl-4-[1-(2,2,2-trifluoroethyl) imidazole-2-amido]pyrrol-2-yl}formamido)propanamido]imidazole-2-amido}pyrrole-2-carboxylate C1(CCCCC1)N1C(=CC(=C1)NC(=O)C=1N(C=C(N1)NC(CCNC(=O)C=1N(C=C(C1)NC(=O)C=1N(C=CN1)CC(F)(F)F)C)=O)C)C(=O)OCC